(1r,4r)-4-((2,5-dioxo-2,5-dihydro-1H-pyrrol-1-yl)methyl)-N-(prop-2-yn-1-yl)cyclohexanecarboxamide O=C1N(C(C=C1)=O)CC1CCC(CC1)C(=O)NCC#C